O=P(Br)(Br)Br phosphorus(V) oxybromide